CN(C1=C(C(N(N=C1)C1=C(C=CC(=C1)C)OC)=O)C=O)C 5-(dimethylamino)-2-(2-methoxy-5-methylphenyl)-3-oxopyridazine-4-carbaldehyde